C1(=CC=CC2=CC=CC=C12)C1=CC=C(C=C1)C1=C2C=CC=CC2=CC2=CC=CC=C12 10-[4-(1-naphthyl)phenyl]anthracene